(RS)-2,6-dimethyl-4-(3-nitrophenyl)-1,4-dihydropyridine-3,5-dicarboxylate CC=1NC(=C(C(C1C(=O)[O-])C1=CC(=CC=C1)[N+](=O)[O-])C(=O)[O-])C